N-(2-(7-fluoro-1H-indol-3-yl)ethyl)propan-1-amine FC=1C=CC=C2C(=CNC12)CCNCCC